C(C1=CC=CC=C1)OC(=O)C(C)CCCCCCC Nonane-2-carboxylic acid (R)-benzyl ester